C1(CCC1)N1CCC2(C(N(C(N2CCN2CCOCC2)=O)CC2=NC(=NO2)C2=CC(=C(C=C2)OC2=C(C=CC=C2)S(=O)(=O)CC(C)C)C(F)(F)F)=O)CC1 8-cyclobutyl-3-((3-(4-(2-(isobutylsulfonyl)phenoxy)-3-(trifluoromethyl)phenyl)-1,2,4-oxadiazol-5-yl)methyl)-1-(2-morpholinoethyl)-1,3,8-triazaspiro[4.5]decane-2,4-dione